2'-(5-fluoro-2-((1-(methylsulfonyl)piperidin-4-yl)amino)pyrimidin-4-yl)-3',5'-dimethyl-5',6'-dihydro-4'H-spiro[cyclopropane-1,7'-thieno[3,2-c]pyridin]-4'-one FC=1C(=NC(=NC1)NC1CCN(CC1)S(=O)(=O)C)C1=C(C=2C(N(CC3(C2S1)CC3)C)=O)C